OC(C)(CC)C=1C(NC=CC1C)=O 3-(2-hydroxybutan-2-yl)-4-methylpyridin-2(1H)-one